C(C1=CC=CC=C1)(=O)OC1CC(C1)C(=O)O 3-benzoyloxycyclobutanecarboxylic acid